CCCCCCCCCCCCCCCCCCCCCC(=O)O[C@H](COCCCCCCCCCCCCCCCCCCCC)COP(=O)(O)OC[C@H](CO)O 1-eicosyl-2-docosanoyl-glycero-3-phospho-(1'-sn-glycerol)